2-(2-(3,3-difluoropiperidin-1-yl)-6-methylpyrimidin-4-yl)-5-(4-iodo-2-(6-azaspiro[2.5]oct-6-yl)phenyl)-1,3,4-thiadiazole FC1(CN(CCC1)C1=NC(=CC(=N1)C=1SC(=NN1)C1=C(C=C(C=C1)I)N1CCC2(CC2)CC1)C)F